isopropoxy-N-(2-methyl-4-(2-((1-methyl-1H-pyrazol-4-yl)amino)pyrimidin-4-yl)benzyl)azetidine-1-carboxamide C(C)(C)OC1N(CC1)C(=O)NCC1=C(C=C(C=C1)C1=NC(=NC=C1)NC=1C=NN(C1)C)C